2-fluoro-5-(8,9,10,11-tetrahydro-3H-naphtho[1,2-e]indazol-7-yl)aniline FC1=C(N)C=C(C=C1)C1=CC2=C(C=3C=NNC3C=C2)C=2CCCCC12